O=C1OCCN1S(=O)(=O)NC1CN(C1)C(=O)OC(C)(C)C tert-butyl 3-(2-oxooxazolidine-3-sulfonamido)azetidine-1-carboxylate